N[C@H](C)C=1C=CC2=C(N(C(=N2)[C@H](COC(C(F)(F)F)(C)C)N[S@](=O)C(C)(C)C)COCC[Si](C)(C)C)C1 |o1:11| (R)-N-((R*)-1-(6-((R)-1-aminoethyl)-1-((2-(trimethylsilyl)ethoxy)methyl)-1H-benzo[d]imidazol-2-yl)-2-((1,1,1-trifluoro-2-methylpropan-2-yl)oxy)ethyl)-2-methylpropane-2-sulfinamide